C(=O)O.C(=O)O.C(C)N(CCCNC(=O)C1=CC2=C(N3C(S2)=NC(=C3)C3=CC=C(C=C3)C(NC3CN(CC3)C)=O)C=C1)CC N-(3-(diethylamino)propyl)-2-(4-((1-methylpyrrolidin-3-yl)carbamoyl)phenyl)benzo[d]imidazo[2,1-b]thiazole-7-carboxamide di-formate